(1R,2S)-5'-methoxy-2-(3-{[5-methoxy-2-(morpholin-4-yl)pyrimidin-4-yl]amino}-1H-indazol-6-yl)spiro[cyclopropane-1,3'-indol]-2'(1'H)-one COC=1C=C2[C@]3(C(NC2=CC1)=O)[C@@H](C3)C3=CC=C1C(=NNC1=C3)NC3=NC(=NC=C3OC)N3CCOCC3